C(N)(OCC1=CC(=C(C=C1)OP(=O)(OCC)OCC)[N+](=O)[O-])=O 4-((diethoxyphosphoryl) oxy)-3-nitrobenzyl carbamate